C1(CC1)CN(C1CCC(CC1)N(C1=C(C(N(C=2C=CC(=NC12)C#N)C)=O)C#N)C)C=1C=CC2=C(N(C(O2)=O)C)C1 8-((4-((cyclopropylmethyl)(3-methyl-2-oxo-2,3-dihydrobenzo[d]oxazol-5-yl)amino)cyclohexyl)(methyl)amino)-5-methyl-6-oxo-5,6-dihydro-1,5-naphthyridine-2,7-dicarbonitrile